chromous acid [Cr](=O)(O)O